CN(C=1N=C(N(N1)C1=NC=CC=N1)[C@H](C)NC(C1=CC(=CC(=C1)C(F)(F)F)C(F)(F)F)=O)C N-[(1S)-1-[5-(dimethylamino)-2-pyrimidin-2-yl-1,2,4-triazol-3-yl]ethyl]-3,5-bis(trifluoro-methyl)benzamide